6-(2-aminobenzylamino)-9-β-D-arabinofuranosylpurine NC1=C(CNC2=C3N=CN(C3=NC=N2)[C@H]2[C@@H](O)[C@H](O)[C@H](O2)CO)C=CC=C1